2-(3-(1,4-dimethyl-1H-1,2,3-triazol-5-yl)-5-(1-(4-methoxyphenyl)-2-(tetrahydro-2H-pyran-4-yl)ethyl)-5H-pyrido[3,2-b]indol-7-yl)propan-2-ol CN1N=NC(=C1C1=CC=2N(C=3C=C(C=CC3C2N=C1)C(C)(C)O)C(CC1CCOCC1)C1=CC=C(C=C1)OC)C